N(CCCNC(CC(C)C)=C1C(CC(CC1=O)(C)C)=O)CCCNC(CC(C)C)=C1C(CC(CC1=O)(C)C)=O (((azanediyl-di(propane-3,1-diyl))di(azanediyl))di(3-methylbutan-1-yl-1-ylidene))di(5,5-dimethylcyclohexane-1,3-dione)